5-chloro-3-(2-(3-(4-tert-butylphenyl)-4-oxothiazolidin-2-ylidene)hydrazono)indol-2-one ClC=1C=C2C(C(NC2=CC1)=O)=NN=C1SCC(N1C1=CC=C(C=C1)C(C)(C)C)=O